BrC1=CC2=C(N(N=C2C=C1)C1COCC1)C(=O)OC methyl 5-bromo-2-(tetrahydrofuran-3-yl)-2H-indazole-3-carboxylate